9,9-bis[6-(2-hydroxyethylthio)naphthalene-2-yl]thioxanthene OCCSC=1C=C2C=CC(=CC2=CC1)C1(C2=CC=CC=C2SC=2C=CC=CC12)C1=CC2=CC=C(C=C2C=C1)SCCO